COC(=O)C1=CC=C2C(=N1)C(CN2C2=CC(=C(C=C2)Cl)F)(C)CC 1-(4-chloro-3-fluorophenyl)-3-ethyl-3-methyl-2,3-dihydro-1H-pyrrolo[3,2-b]pyridine-5-carboxylic acid methyl ester